tert-Butyl 6-(4-((6-(2,2,2-trifluoroethoxy)pyridin-3-yl)amino)pyrido[3,2-d]pyrimidin-6-yl)-1,6-diazaspiro[3.3]heptane-1-carboxylate FC(COC1=CC=C(C=N1)NC=1C2=C(N=CN1)C=CC(=N2)N2CC1(CCN1C(=O)OC(C)(C)C)C2)(F)F